5-(3-(((S)-1-(1H-tetrazol-1-yl)propan-2-yl)oxy)-4-chlorophenyl)-N-(1-((1r,4r)-4-morpholinocyclohexyl)-3-(2-(pyridin-2-yl)ethoxy)-1H-pyrazol-4-yl)pyrimidin-2-amine N1(N=NN=C1)C[C@H](C)OC=1C=C(C=CC1Cl)C=1C=NC(=NC1)NC=1C(=NN(C1)C1CCC(CC1)N1CCOCC1)OCCC1=NC=CC=C1